CC(C(=O)O)(C)C1=CC=C(C=C1)NS(=O)(=O)C 2-methyl-2-(4-(methylsulfonamido)phenyl)propanoic acid